C(C(C)C)OC(=O)NNC(=O)C=1NC=C(C1)C 2-(4-methyl-1H-pyrrole-2-carbonyl)hydrazine-1-carboxylic acid isobutyl ester